ClC(C(=O)O[Na])(F)F (2-chloro-2,2-difluoroacetyl)oxysodium